FC1=CC=C2C(C(N(C2=C1)C1C2=C(N(O1)C)C=CC=C2)=O)=O 6-fluoro-1-(1-methyl-1,3-dihydrobenzo[c]isoxazol-3-yl)indoline-2,3-dione